C(C)(CC)Br secondary butyl bromide